benzyl 4-(3,4-dihydroisoquinolin-2(1H)-yl)-3-hydroxy-2-methylpiperidine-1-carboxylate C1N(CCC2=CC=CC=C12)C1C(C(N(CC1)C(=O)OCC1=CC=CC=C1)C)O